2,6-dichloro-nicotinic acid methyl ester COC(C1=C(N=C(C=C1)Cl)Cl)=O